7-(4,4-difluoropiperidin-1-yl)-5-(5-(4-(isopropylsulfonyl)-2-(6-azaspiro[2.5]oct-6-yl)phenyl)-1,3,4-oxadiazol-2-yl)furo[2,3-c]pyridine FC1(CCN(CC1)C=1N=C(C=C2C1OC=C2)C=2OC(=NN2)C2=C(C=C(C=C2)S(=O)(=O)C(C)C)N2CCC1(CC1)CC2)F